ClC=1C=NN(C1C1=NN2C(N(C(CC2)=O)CC2=CC=C(C=C2)C=2N(C=C(N2)C(F)(F)F)CC)=C1I)C(C)C 2-(4-chloro-1-isopropyl-1H-pyrazol-5-yl)-4-(4-(1-ethyl-4-(trifluoromethyl)-1H-imidazol-2-yl)benzyl)-3-iodo-6,7-dihydropyrazolo[1,5-a]pyrimidin-5(4H)-one